1-(4-fluoro-2-methylphenyl)-3-(5-methoxypyrazin-2-yl)-7-(trifluoromethyl)-2,3-dihydroquinazolin-4(1H)-one FC1=CC(=C(C=C1)N1CN(C(C2=CC=C(C=C12)C(F)(F)F)=O)C1=NC=C(N=C1)OC)C